ClC=1N=C(N(N1)C1=NC=C(C=C1)C(=O)N1CCOCC1)C(C)N1C(C2=CC=CC=C2C1=O)=O 2-[1-[5-chloro-2-[5-(morpholine-4-carbonyl)-2-pyridyl]-1,2,4-triazol-3-yl]ethyl]isoindoline-1,3-dione